O1CCC2=C1C=CC(=C2)C(C)N2C[C@@H](N(C[C@H]2CC)C=2C=1C(N(C(C2)=O)C)=CN(N1)CC#N)CC 2-(7-((2S,5R)-4-(1-(2,3-dihydrobenzofuran-5-yl)ethyl)-2,5-diethylpiperazin-1-yl)-4-methyl-5-oxo-4,5-dihydro-2H-pyrazolo[4,3-b]pyridin-2-yl)acetonitrile